2,6-Diisopropyl-4-(naphthalen-2-yl)phenylacetic acid C(C)(C)C1=C(C(=CC(=C1)C1=CC2=CC=CC=C2C=C1)C(C)C)CC(=O)O